benzyl N-[(1S)-1-[[3-[1-(6-chloro-3-methoxy-pyridazin-4-yl)ethyl]isoxazol-5-yl]carbamoyl]-2,2-dicyclopropyl-ethyl]carbamate ClC1=CC(=C(N=N1)OC)C(C)C1=NOC(=C1)NC(=O)[C@H](C(C1CC1)C1CC1)NC(OCC1=CC=CC=C1)=O